5-(3-(3-chlorophenyl)-1,4-bis(4-methoxyphenyl)-4,5-dihydro-1H-pyrazol-5-yl)-3-methyl-4-nitroisoxazole ClC=1C=C(C=CC1)C1=NN(C(C1C1=CC=C(C=C1)OC)C1=C(C(=NO1)C)[N+](=O)[O-])C1=CC=C(C=C1)OC